N[C@@H](CC(=O)OCC)C=1C=C(C=CC1F)C1=C(C=C(C=C1)F)F ethyl (S)-3-amino-3-(2',4,4'-trifluorobiphenyl-3-yl)propanoate